(3R)-3-amino-5-[(4-chlorophenyl)methyl]-8-fluoro-7-[5-(4-oxa-7-azaspiro[2.5]octan-7-yl)-1,3,4-oxadiazol-2-yl]-1,1-dioxo-2,3-dihydro-1λ6,5-benzothiazepin-4-one N[C@H]1CS(C2=C(N(C1=O)CC1=CC=C(C=C1)Cl)C=C(C(=C2)F)C=2OC(=NN2)N2CCOC1(CC1)C2)(=O)=O